1-amino-3-(methoxycarbonyl)pyridin-1-ium 2,4,6-trimethylbenzene-1-sulfonate CC1=C(C(=CC(=C1)C)C)S(=O)(=O)[O-].N[N+]1=CC(=CC=C1)C(=O)OC